sulfur selenium cadmium [Cd].[Se].[S]